F[C@H]1C[C@H](N(C1)C(CN1CCC(CC1)NC1=C2C=CC=NC2=CC=C1)=O)C#N (2S,4S)-4-fluoro-1-(2-(4-(quinolin-5-ylamino)piperidin-1-yl)acetyl)pyrrolidine-2-carbonitrile